(dimethylamino)-2-fluorocyclohexane-1,3-diene-1-carbonitrile CN(C)C=1C(=C(CCC1)C#N)F